5-(4-((trans-4-morpholinocyclohexyl)amino)-9H-pyrimido[4,5-b]indol-6-yl)nicotinonitrile O1CCN(CC1)[C@@H]1CC[C@H](CC1)NC1=NC=NC=2NC3=CC=C(C=C3C21)C=2C=NC=C(C#N)C2